amyl-succinimide methacrylate C(C(=C)C)(=O)O.C(CCCC)C1C(=O)NC(C1)=O